(S)-2,2-difluoro-3-methylene-2,3-dihydrodispiro[indene-1,1'-cyclohexane-3',2''-[1,3]dioxolane] FC1(C(C2=CC=CC=C2[C@]12CC1(OCCO1)CCC2)=C)F